6-chloro-4-(1H-indazol-1-yl)pyridazin-3-amine ClC1=CC(=C(N=N1)N)N1N=CC2=CC=CC=C12